1,1,1-tris[4-(2-vinyloxyethoxy)phenyl]ethane C(=C)OCCOC1=CC=C(C=C1)C(C)(C1=CC=C(C=C1)OCCOC=C)C1=CC=C(C=C1)OCCOC=C